NC=1C=CC(=NC1)C(=O)N 5-aminopyridineamide